FC(C1=C(OCC2CN(CCC2)C2=CN=C3C(=N2)NN=C3)C=CC=C1)(F)F 6-(3-((2-(trifluoromethyl)phenoxy)methyl)piperidin-1-yl)-1H-pyrazolo[3,4-b]pyrazine